2,2',2''-(10-((6-carboxypyridin-2-yl)methyl)-1,4,7,10-tetraazacyclododecane-1,4,7-triyl)triacetic acid C(=O)(O)C1=CC=CC(=N1)CN1CCN(CCN(CCN(CC1)CC(=O)O)CC(=O)O)CC(=O)O